COC1=C(C=CC=C1)S(=NC#N)(=O)C N-((2-methoxyphenyl)(methyl)(oxo)-lambda6-sulfaneylidene)cyanamide